C(C)(C)(C)OC(NC1=C(C(=C(C=C1)Cl)C(NCCCCl)=O)F)=O (4-chloro-3-((3-chloropropyl)carbamoyl)-2-fluorophenyl)carbamic acid tert-butyl ester